N-(4-cyanobenzyl)-4-(2,4-difluorobenzoyl)-1H-pyrrole-2-carboxamide C(#N)C1=CC=C(CNC(=O)C=2NC=C(C2)C(C2=C(C=C(C=C2)F)F)=O)C=C1